(S)-N-(7,8-dichloro-6-(difluoromethyl)-1-methyl-2-oxo-1,2,3,4,5,6-hexahydroazepino[4,5-b]indol-10-yl)-2-hydroxyacetamide ClC1=C(C=C(C=2C3=C(N(C12)C(F)F)CCNC([C@H]3C)=O)NC(CO)=O)Cl